1-(4-(3-amino-4-(4-aminophenyl)-1-methyl-1H-pyrazolo[3,4-b]pyridin-6-yl)piperazin-1-yl)-2-methylpropan-1-one NC1=NN(C2=NC(=CC(=C21)C2=CC=C(C=C2)N)N2CCN(CC2)C(C(C)C)=O)C